C(#N)C=1C=C(C=CC1OCCOCC(=O)O)C1=CC=C(C=C1)C1=N[C@H](C=2N(C3=C1C(=C(S3)C)C)C(=NN2)C)CC(=O)OC [2-({3-cyano-4'-[(6S)-6-(2-methoxy-2-oxoethyl)-2,3,9-trimethyl-6H-thieno[3,2-f][1,2,4]triazolo[4,3-a][1,4]diazepin-4-yl][1,1'-biphenyl]-4-yl}oxy)ethoxy]acetic acid